5-(4-(((tetrahydro-2H-pyran-2-yl)oxy)methyl)bicyclo[2.2.2]oct-1-yl)-1H-pyrazole-3-carboxylic acid ethyl ester C(C)OC(=O)C1=NNC(=C1)C12CCC(CC1)(CC2)COC2OCCCC2